6-(4-methylpiperazin-1-yl)-[1,2,4]triazolo[4,3-b]pyridazin CN1CCN(CC1)C=1C=CC=2N(N1)C=NN2